C(C)(C)(C)N(C([O-])=O)C1CCC(CC1)COC1=NC(=NC=C1)NC1=CC=C(C=C1)N1CCOCC1.CCCCCCCCC(CCCCCCCC)C1=CC=CC=2C3=CC=CC=C3NC12.[N+3].C(C)(C)(C)N(C([O-])=O)C1CCC(CC1)COC1=NC(=NC=C1)NC1=CC=C(C=C1)N1CCOCC1.C(C)(C)(C)N(C([O-])=O)C1CCC(CC1)COC1=NC(=NC=C1)NC1=CC=C(C=C1)N1CCOCC1 nitrogen (9-heptadecyl)carbazole tert-butyl-((1R,4R)-4-(((2-((4-morpholinophenyl)amino)pyrimidin-4-yl)oxy)methyl)cyclohexyl)carbamate